ethyl((2-(2-methoxy-7-methylquinoxalin-5-yl)-7,8-dihydrobenzofuro[5,4-d]thiazol-7-yl) methyl)carbamate C(C)OC(NCC1OC2=C(C1)C1=C(N=C(S1)C1=C3N=CC(=NC3=CC(=C1)C)OC)C=C2)=O